trans-tert-butyl-(4-(2-chloro-5-(2,2-dichloro-3-(3,5-dichlorophenyl)cyclopropane-1-carboxamido)benzamido)phenyl)carbamate C(C)(C)(C)OC(NC1=CC=C(C=C1)NC(C1=C(C=CC(=C1)NC(=O)[C@@H]1C([C@H]1C1=CC(=CC(=C1)Cl)Cl)(Cl)Cl)Cl)=O)=O